tert-butyl 4-(4-ethynylpiperidin-1-yl)benzoate C(#C)C1CCN(CC1)C1=CC=C(C(=O)OC(C)(C)C)C=C1